racemic-indanone C1(CCC2=CC=CC=C12)=O